CN1C2CN(C(C1)CC2)C2=CC=CC=1N(C=NC12)C(=O)NCCCC1=CC=CC=C1 4-(5-Methyl-2,5-diazabicyclo[2.2.2]octan-2-yl)-N-(3-phenylpropyl)-1H-benzo[d]imidazole-1-carboxamide